IC=1C=NN(C1)[C@@H]1C[C@H](C1)O (trans)-3-(4-iodo-1H-pyrazol-1-yl)cyclobutan-1-ol